3-METHOXY-4-[(2-OXOAZEPAN-3-YL)OXY]BENZALDEHYDE COC=1C=C(C=O)C=CC1OC1C(NCCCC1)=O